palladium bis(di-tert-butyl-4-dimethylaminophenylphosphine) chloride [Cl-].C(C)(C)(C)P(C1=CC=C(C=C1)N(C)C)C(C)(C)C.C(C)(C)(C)P(C1=CC=C(C=C1)N(C)C)C(C)(C)C.[Pd+2].[Cl-]